[Br-].[Br-].[Br-].[Br-].N1=C(C=CC=C1)CCCCOC=1C=C(C=C(C1)OCCCCC1=NC=CC=C1)C=1C(=NC2=NC=CC=C2C1)C1=CC(=CC(=C1)OCCCCC1=NC=CC=C1)OCCCCC1=NC=CC=C1 bis[3,5-bis(4-(pyridyl)butoxy)phenyl]naphthyridine tetrabromide